N-ethyl-3-methoxy-4-((3-(4-(((1S,4S)-4-((2-methoxyethyl)(methyl)amino)cyclohexyl)amino)-1-(2,2,2-trifluoroethyl)-1H-indol-2-yl)prop-2-yn-1-yl)amino)benzamide C(C)NC(C1=CC(=C(C=C1)NCC#CC=1N(C2=CC=CC(=C2C1)NC1CCC(CC1)N(C)CCOC)CC(F)(F)F)OC)=O